(E,Z)-N'-(3-bromobenzylidene)-2-(tetrahydro-2H-pyran-2-yl)acetohydrazide BrC=1C=C(\C=N\NC(CC2OCCCC2)=O)C=CC1